1,3-dioxoisoindolin-2-yl acetate C(C)(=O)ON1C(C2=CC=CC=C2C1=O)=O